C(C)OC(=O)C=1C(C=C2N(C(CC3=CC(=C(C=C23)OC)C=2C=NN(C2)CC(=O)OCC)C(C)(C)C)C1)=O 6-tert-butyl-9-[1-(2-ethoxy-2-oxoethyl)-1H-pyrazol-4-yl]-10-methoxy-2-oxo-6,7-dihydro-2H-pyrido[2,1-a]Isoquinoline-3-carboxylic acid ethyl ester